methyl 4-(5-(difluoromethyl)-2-methoxyphenyl)-6-methylnicotinate FC(C=1C=CC(=C(C1)C1=CC(=NC=C1C(=O)OC)C)OC)F